tert-butyl (7-fluoro-4-(4,4,5,5-tetramethyl-1,3,2-dioxaborolan-2-yl) benzo[d]thiazol-2-yl)carbamate FC1=CC=C(C=2N=C(SC21)NC(OC(C)(C)C)=O)B2OC(C(O2)(C)C)(C)C